8-[(1R)-1-[(6-Chloro-2-morpholino-3-pyridyl)amino]ethyl]-3,6-dimethyl-2-(3-pyridyl)chromen-4-one ClC1=CC=C(C(=N1)N1CCOCC1)N[C@H](C)C=1C=C(C=C2C(C(=C(OC12)C=1C=NC=CC1)C)=O)C